(1R,3S)-3-[5-(5-{[2-(1,3-dioxolan-2-yl)-3-[(4-methoxyphenyl)methoxy]phenyl] methoxy}-2-methylpyrazole-3-amido)-2H-pyrazol-3-yl]cyclopentyl N-isopropylcarbamate C(C)(C)NC(O[C@H]1C[C@H](CC1)C=1NN=C(C1)NC(=O)C=1N(N=C(C1)OCC1=C(C(=CC=C1)OCC1=CC=C(C=C1)OC)C1OCCO1)C)=O